4-[2-(4-chloro-3-fluorophenoxy)acetamido]-N-{[5-(trifluoromethyl)pyridin-2-yl]methyl}-2-oxabicyclo[2.2.2]octane-1-carboxamide ClC1=C(C=C(OCC(=O)NC23COC(CC2)(CC3)C(=O)NCC3=NC=C(C=C3)C(F)(F)F)C=C1)F